distyrylpinacol C(=CC1=CC=CC=C1)C(C(O)(C)C(C)(C)O)C=CC1=CC=CC=C1